C(=O)NCC(=O)C1=CC(=C(C=C1OC)NS(=O)(=O)C)OC1=CC=CC=C1 N-[4-(2-formamidoacetyl)-5-methoxy-2-phenoxyl-phenyl]methanesulfonamide